BrC=1C=C(C(=C(C(=O)OC)C1)C)OCC(=O)OC(C)(C)C methyl 5-bromo-3-(2-tert-butoxy-2-oxo-ethoxy)-2-methyl-benzoate